[Na].[N+](=O)([O-])C1=C(C(=CC=C1)C(F)(F)F)S 2-nitro-6-(trifluoromethyl)benzenethiol sodium